C(C)(=O)C=1C=NC=CC1.[Na] sodium 3-acetylpyridine